FC1(CNCCC1NC(=O)C1=C(OC2=C1C=C(C=C2)OCC=2C=NC=CC2)C)F N-(3,3-difluoropiperidin-4-yl)-2-methyl-5-(pyridin-3-ylmethoxy)benzofuran-3-carboxamide